(R)-2-((1s,3R)-4,4-difluoro-3-(6-oxo-1,6-dihydropyridin-3-yl)cyclohexyl)-N-(5-((5-fluoropyridin-2-yl)oxy)pyridin-2-yl)propanamide FC1([C@H](C[C@H](CC1)[C@H](C(=O)NC1=NC=C(C=C1)OC1=NC=C(C=C1)F)C)C1=CNC(C=C1)=O)F